C1(CCCC1)NC1=C(C=C(C=C1)[C@@H]1N(CCC[C@@H]1C(=O)OCC)C(C1=C(C=CC=C1C([2H])([2H])[2H])F)=O)[2H] ethyl (2R,3S)-2-(4-(cyclopentylamino)phenyl-3-d)-1-(2-fluoro-6-(methyl-d3)benzoyl)piperidine-3-carboxylate